1-Benzyl-3-Carbamoylmethyl-2-Methyl-1h-Indol C(C1=CC=CC=C1)N1C(=C(C2=CC=CC=C12)CC(N)=O)C